(R)-2-methyl-N-[(E)-tetrahydro-2H-pyran-4-ylmethylene]-2-propanesulfenamide CC(C)(C)S/N=C/C1CCOCC1